COC(=O)C1=CC=C(C=C1)CC1CCN(CC1)C(=O)OC(C)(C)C tert-Butyl 4-[[4-(methoxycarbonyl)phenyl]methyl]piperidine-1-carboxylate